CC(C[Si](OC)(OC)C)CCl 2-methyl-3-chloropropyl-methyl-dimethoxysilane